C(C)(C)(C)OC(=O)N1C(C2=C(C=CC(=C2C1)C1=CN=C2N1C=CC(=C2)F)NC2=NC(=CC(=C2)C2CCOCC2)CN(C)C)=O 7-((6-((dimethylamino)methyl)-4-(tetrahydro-2H-pyran-4-yl)pyridin-2-yl)amino)-4-(7-fluoroimidazo[1,2-a]pyridin-3-yl)-1-oxoisoindoline-2-carboxylic acid tert-butyl ester